N-(3-Methoxy-4-phenoxyphenyl)-5,6,7,8-tetrahydropyrido[4',3':4,5]thieno[2,3-d]pyrimidin-4-amine COC=1C=C(C=CC1OC1=CC=CC=C1)NC=1C2=C(N=CN1)SC1=C2CCNC1